C(C)C=1C(=NC=C(C1)C=1C(=CC(=C2C=C(C=NC12)F)F)F)N Ethyl-5-(3,5,7-trifluoroquinolin-8-yl)pyridin-2-amine